FC=1C=C(C=CC1C(=O)N1CCC(CC1)OC)C1=CC=CN2C1=NC(=C(C2=O)C)C(F)(F)F 9-(3-fluoro-4-((4-methoxypiperidin-1-yl)carbonyl)phenyl)-3-methyl-2-(trifluoromethyl)-4H-pyrido[1,2-a]pyrimidin-4-one